1-(6-(4-acetylpiperazin-1-yl)pyridin-3-yl)dihydropyrimidine-2,4(1H,3H)-dione C(C)(=O)N1CCN(CC1)C1=CC=C(C=N1)N1C(NC(CC1)=O)=O